ClC=1C=C2C(=NC1OC)C(=C(N2C)C2=NN=C(N2)C(COC)(F)F)N2C=NC=C2 6-chloro-2-(5-(1,1-difluoro-2-methoxyethyl)-4H-1,2,4-triazol-3-yl)-3-(1H-imidazol-1-yl)-5-methoxy-1-methyl-1H-pyrrolo[3,2-b]pyridine